tert-Butyl 4-((((1-isopropyl-1H-pyrazol-5-yl)methyl)amino)methyl)benzoate C(C)(C)N1N=CC=C1CNCC1=CC=C(C(=O)OC(C)(C)C)C=C1